C(CCCCCCC\C=C/C\C=C/CCCCC)(=O)NC(CCN(C)C)NC(CCCCCCC\C=C/C\C=C/CCCCC)=O Dilinoleamidopropyl-Dimethylamine